(2-cyanoethyl (2,2-dioxido-1,2-oxathiolan-5-yl)methyl)sulfite C(#N)CCC(C1CCS(O1)(=O)=O)OS(=O)[O-]